C(C)(C)(C)OC(=O)N[C@@H](C(C)C)C(=O)OCC1CCOCC1 (tetrahydro-2H-pyran-4-yl)methyl (tert-butoxycarbonyl)-L-valinate